FC1C2=CC(C=CC2(C2(C(CC3(C(CCC3C2C1)(C(=O)O)O)C)O)F)C)=O 6,9-difluoro-11,17-dihydroxy-10,13-dimethyl-3-oxo-6,7,8,9,10,11,12,13,14,15,16,17-dodecahydro-3H-cyclopenta[a]phenanthrene-17-carboxylic acid